C(C)(C)(C)OC(=O)N1[C@@H](CN[C@@H](C1)CC)C (2r,5r)-5-ethyl-2-methyl-piperazine-1-carboxylic acid tert-butyl ester